3-[3-(difluoromethoxy)-4-(3H-imidazo[4,5-b]pyridin-7-yloxy)phenyl]-1-[5-(trifluoromethyl)-3-pyridinyl]-2,4-imidazolidinedione FC(OC=1C=C(C=CC1OC1=C2C(=NC=C1)NC=N2)N2C(N(CC2=O)C=2C=NC=C(C2)C(F)(F)F)=O)F